C[C@@H]([C@H]1CC[C@@H]\\2[C@@]1(CCC/C2=C\\C=C/3\\C[C@H](C[C@H](C3=C)O)O)C)[C@H]4CC[C@H](O4)C(C)(C)O The molecule is a hydroxycalciol that is a synthetic analogue of vitamin D3 which contains an oxolane ring and exhibits weak vitamin D receptor agonist activity It has a role as a vitamin D receptor agonist. It is a member of oxolanes, a hydroxycalciol and a member of D3 vitamins.